C(C1=CC=CC=C1)N1C(=NC2=C1C=C(C=C2)C#N)C2=CC=NC=C2 1-benzyl-2-(pyridin-4-yl)-1H-benzo[d]imidazole-6-carbonitrile